FC=1C=C(C#N)C=C(C1)[C@@H]1CC=NN1C(=O)N1CCN(CC1)C1=NC=C(C(=N1)C1=NC=NN1C)OC (S)-3-fluoro-5-(1-(4-(5-methoxy-4-(1-methyl-1H-1,2,4-triazol-5-yl)pyrimidin-2-yl)piperazine-1-carbonyl)-4,5-dihydro-1H-pyrazol-5-yl)benzonitrile